(S)-5-bromo-2-(1-cyclopropylethyl)-7-(trifluoromethyl)isoindolin-1-one BrC=1C=C2CN(C(C2=C(C1)C(F)(F)F)=O)[C@@H](C)C1CC1